NC=1C(=NC=NC1Cl)NC=1C(=CC(=C(C1)N1N=NC(=C1)C(=O)O)F)N1C[C@@H](N([C@@H](C1)C)C)C 1-(5-((5-amino-6-chloropyrimidin-4-yl)amino)-2-fluoro-4-((3S,5R)-3,4,5-trimethylpiperazin-1-yl)phenyl)-1H-1,2,3-triazole-4-carboxylic acid